ClC1=C(C(=CC=C1)Cl)C=1N=C(NC1)C1=CSC=C1 4-(2,6-Dichlorophenyl)-2-(3-thienyl)imidazole